FC1=C(C=C(C=C1)OC)N1C(NC2=C1C=NC=C2)=O 3-(2-fluoro-5-methoxyphenyl)-1H-imidazo[4,5-c]pyridin-2(3H)-one